Ethyl (S)-3-(1-isopropyl-3-(trifluoromethyl)-1H-pyrazol-5-yl)-2-methylpropanoate C(C)(C)N1N=C(C=C1C[C@@H](C(=O)OCC)C)C(F)(F)F